C(#N)C1=CC2=C(N=C(N=C2)NC=2C=C3CCN(CC3=CC2)C(=O)OC(C)(C)C)N(C1=O)CC1CCCCC1 tert-butyl 6-((6-cyano-8-(cyclohexylmethyl)-7-oxo-7,8-dihydropyrido[2,3-d]pyrimidin-2-yl)amino)-3,4-dihydroisoquinoline-2(1H)-carboxylate